C(=CCCCCCCCCCC)C(C(=O)O)CCC(=O)O dodecenyl-pentanedioic acid